C(C1=CC=CC=C1)N1CC(OCCC1)CN1CCC(CC1)C=1C=NC=CC1 4-benzyl-2-{[4-(pyridin-3-yl)piperidin-1-yl]methyl}-1,4-oxazepane